ClC=1C(=C(C=CC1F)[C@H]1[C@@H](O[C@](C1)(C(F)(F)F)C)C(=O)NC1=CC(=NC=C1)C(=O)NC)OC (2R,3S,4R,5R)-4-[[3-(3-chloro-4-fluoro-2-methoxy-phenyl)-5-methyl-5-(trifluoromethyl)tetrahydrofuran-2-carbonyl]amino]-N-methyl-pyridine-2-carboxamide